3-(4-Chlorophenyl)-1H-pyrazole-5-carboxylic acid 5-chloro-2-oxo-1,2-dihydroquinolin-3-yl ester ClC1=C2C=C(C(NC2=CC=C1)=O)OC(=O)C1=CC(=NN1)C1=CC=C(C=C1)Cl